ClC1=C(C(=NC=C1F)NCC1=CC=C(C=C1)OC)[N+](=O)[O-] 4-Chloro-5-fluoro-N-[(4-methoxyphenyl)methyl]-3-nitro-pyridin-2-amine